6-isopropyl-4H-pyrrolo[3,2-d]thiazole-2-carboxamide C(C)(C)C1=CNC2=C1N=C(S2)C(=O)N